3-(2-(4-methoxyphenyl)-1,3-dioxolan-4-yl)propan-1-ol COC1=CC=C(C=C1)C1OCC(O1)CCCO